methyl 2-bromo-2-((R)-4-methylchroman-5-yl)acetate BrC(C(=O)OC)C1=C2[C@@H](CCOC2=CC=C1)C